3,5-di-tert-butyl-4-hydroxyphenyl-propionic acid methyl ester COC(C(C)C1=CC(=C(C(=C1)C(C)(C)C)O)C(C)(C)C)=O